C(C)C1(OCC2=C1N=C(N=C2)C#N)C 7-Ethyl-7-methyl-5,7-dihydrofuro[3,4-d]pyrimidine-2-carbonitrile